7-(dimethylamino)-6-fluoro-4-oxo-N-(1,1,1-trifluoro-2-methylpropan-2-yl)-1-(2,4,6-trifluorophenyl)-1,4-dihydro-1,8-naphthyridine-3-carboxamide CN(C1=C(C=C2C(C(=CN(C2=N1)C1=C(C=C(C=C1F)F)F)C(=O)NC(C(F)(F)F)(C)C)=O)F)C